(±)-trans-3-amino-4-phenylpyrrolidine-1-carboxylic acid tert-butyl ester C(C)(C)(C)OC(=O)N1C[C@H]([C@@H](C1)C1=CC=CC=C1)N |r|